CC(C=C)CC\C=C(\CC)/C (6E)-3,7-dimethylnona-1,6-dien